(S)-5-(4-Cyanophenyl)-N-(1-(methylsulfonyl)piperidin-3-yl)-1-(p-tolyl)-1H-pyrazol-3-carboxamid C(#N)C1=CC=C(C=C1)C1=CC(=NN1C1=CC=C(C=C1)C)C(=O)N[C@@H]1CN(CCC1)S(=O)(=O)C